BrC1=CC=C(C=C1)C=1N=C(SC1)N1N=C(C=C1O)C [4-(4-bromophenyl)thiazol-2-yl]-3-methyl-1H-pyrazol-5-ol